1-(4-Methyl-4'-(2-(4-methylpiperazin-1-yl)ethoxy)-[1,1'-biphenyl]-3-yl)-1-propylthiourea CC1=C(C=C(C=C1)C1=CC=C(C=C1)OCCN1CCN(CC1)C)N(C(=S)N)CCC